ClC=1N=CC=2N=CN=C(C2N1)NC1=C(C(=CC=C1)Cl)F 6-Chloro-N-(3-chloro-2-fluoro-phenyl)pyrimido[5,4-d]pyrimidin-4-amine